6-Chloro-3-(1H-pyrazol-4-yl)-2-(5-(trifluoromethyl)-4H-1,2,4-triazol-3-yl)-1H-indol-5-ol ClC1=C(C=C2C(=C(NC2=C1)C1=NN=C(N1)C(F)(F)F)C=1C=NNC1)O